COC=1C=C(C=CC1)C1(C(C(NC(C1C#N)=O)=O)C#N)C 4-(3-methoxyphenyl)-4-methyl-2,6-dioxopiperidine-3,5-dicarbonitrile